fluoro-1'-[(4-methoxyphenyl)methyl]-3'-(trifluoromethyl)spiro[1,3-dioxolan-2,4'-5,6-dihydrocyclopenta[c]pyrazole]-5'-ol FC1(C2(C3=C(N(N=C3C(F)(F)F)CC3=CC=C(C=C3)OC)C1)OCCO2)O